O=C/1C2=C(S\C1=C\C1=CC=C(O1)C=1C=C(C=C(C(=O)O)C1)C(=O)O)C=CC=C2 (E)-5-(5-((3-oxobenzo[b]thiophen-2(3H)-ylidene)methyl)furan-2-yl)isophthalic acid